C(C)(C)C1=CC=C(C=C1)C(CCCC(=O)O)=O 5-(4-isopropyl-phenyl)-5-oxo-pentanoic acid